N-(4-{1-[(2-ethoxypyridin-3-yl)carbonyl]piperidin-4-yl}butyl)imidazo[1,2-a]pyridine-6-carboxamide C(C)OC1=NC=CC=C1C(=O)N1CCC(CC1)CCCCNC(=O)C=1C=CC=2N(C1)C=CN2